3-chloro-N-(thiophen-2-ylmethyl)quinoxaline-2-amine ClC=1C(=NC2=CC=CC=C2N1)NCC=1SC=CC1